2-(4-amino-6-((methoxycarbonyl)amino)-9H-pyrimido[4,5-b]Indol-9-yl)acetic acid NC1=NC=NC=2N(C3=CC=C(C=C3C21)NC(=O)OC)CC(=O)O